3-fluoro-1-(4-((8-((R)-2-methylazetidin-1-yl)-5-(tetrahydrofuran-3-yl)-2,7-naphthyridin-3-yl)amino)pyrimidin-2-yl)piperidin-4-ol FC1CN(CCC1O)C1=NC=CC(=N1)NC=1N=CC2=C(N=CC(=C2C1)C1COCC1)N1[C@@H](CC1)C